6,7-DIETHOXY-2-OXO-1,2-DIHYDROQUINOLINE-3-CARBALDEHYDE C(C)OC=1C=C2C=C(C(NC2=CC1OCC)=O)C=O